C(C1=CC=CC=C1)OC=1C=C(C=C(C1)OCC1=CC=CC=C1)CC=O 3,5-dibenzyloxyphenylacetaldehyde